C(C)(C)C1=C(C=CC=C1)[C@H]1N(CCN(C1)CC1=CC=C(C=C1)C(F)(F)F)C1CC2(C1)CCN(CC2)C2=CC=C(C(=O)N)C=C2 4-(2-((R)-2-(2-isopropylphenyl)-4-(4-(trifluoromethyl)benzyl)piperazin-1-yl)-7-azaspiro[3.5]nonan-7-yl)benzamide